1-((5,5-dimethyl-1,3-dioxan-2-yl)methyl)-4-phenoxy-1H-1,2,3-triazole CC1(COC(OC1)CN1N=NC(=C1)OC1=CC=CC=C1)C